C1(=C(C=CC=C1)N(C1=CC=2C(C3=CC=CC=C3C2C=C1)(C)C)C=1C=CC=C(C1)C1=CC(=CC(=C1)C(C)(C)C)C1=CC(=CC(=C1)C(C)(C)C)C(C)(C)C)C1=CC=CC=C1 N-(1,1'-biphenyl-2-yl)-N-(3'',5',5''-tri-tert-butyl-1,1':3',1''-terphenyl-5-yl)-9,9-dimethyl-9H-fluorene-2-amine